O=C1NC(CCC1N1C(C2=CC=C(C=C2C1)CNC(NC1=C(OCC(C(=O)O)=C)C=C(C=C1)C(F)(F)F)=O)=O)=O 2-((2-(3-((2-(2,6-dioxopiperidin-3-yl)-1-oxoisoindolin-5-yl)methyl)ureido)-5-(trifluoromethyl)phenoxy)methyl)acrylic acid